(2S)-butyl 2-((tert-butoxycarbonyl)amino)-4-(3,3-dimethylbutylsulfonimidoyl)butanoate C(C)(C)(C)OC(=O)N[C@H](C(=O)OCCCC)CCS(=O)(=N)CCC(C)(C)C